ClC=1C(=CC(=NC1)C(=O)N[C@H](C(=O)NC)CC(C)C)OCC1CC1 5-chloro-4-(cyclopropylmethoxy)-N-[(2S)-4-methyl-1-(methylamino)-1-oxopent-2-yl]pyridine-2-carboxamide